The molecule is a pyrroloquinoline having oxo groups at the 4- and 5-positions and carboxy groups at the 2-, 7- and 9-positions. It has a role as a water-soluble vitamin and a cofactor. It is a member of orthoquinones, a tricarboxylic acid and a pyrroloquinoline cofactor. It is a conjugate acid of a pyrroloquinoline quinone(3-). C1=C(C2=C(C(=O)C(=O)C3=C2NC(=C3)C(=O)O)N=C1C(=O)O)C(=O)O